(3,4-difluorophenyl)-N-(3-hydroxy-2-(3-(trifluoromethoxy)benzyl)propyl)morpholine-4-carboxamide FC=1C=C(C=CC1F)C1N(CCOC1)C(=O)NCC(CO)CC1=CC(=CC=C1)OC(F)(F)F